diaminotriazinethiol NC1=C(C(=NN=N1)S)N